N1C(=NC2=C1C=CC=C2)C21CCC(CC2)(C1)NC=1N=NC(=CC1)C1=CC=CC=C1 N-((1s,4s)-4-(1H-benzo[d]imidazol-2-yl)bicyclo[2.2.1]heptan-1-yl)-6-phenylpyridazin-3-amine